N-((5-(2-((6-cyclopropoxy-2-methylquinazolin-4-yl)thio)acetyl)thiophen-2-yl)methyl)-2-hydroxyacetamide C1(CC1)OC=1C=C2C(=NC(=NC2=CC1)C)SCC(=O)C1=CC=C(S1)CNC(CO)=O